tert-butyl (2s,6R)-4-(4-((S)-4-(5-(5-fluoro-2-methoxypyridin-4-yl)-1H-pyrazole-3-carbonyl)-4-azaspiro[2.5]octane-7-carboxamido)cyclohexyl)-2,6-dimethylpiperazine-1-carboxylate FC=1C(=CC(=NC1)OC)C1=CC(=NN1)C(=O)N1C2(CC2)C[C@H](CC1)C(=O)NC1CCC(CC1)N1C[C@@H](N([C@@H](C1)C)C(=O)OC(C)(C)C)C